N-[(1R)-1-(3-chlorophenyl)ethyl]-6-oxo-1-tetrahydropyran-4-yl-pyridazine-3-carboxamide ClC=1C=C(C=CC1)[C@@H](C)NC(=O)C1=NN(C(C=C1)=O)C1CCOCC1